4-[2-(acryloyloxy)ethoxy]benzophenone C(C=C)(=O)OCCOC1=CC=C(C(=O)C2=CC=CC=C2)C=C1